C1(CC1)C1=C(C=C(C(=C1)CN1CCN(CC1)S(=O)(=O)CC1=CC=C(C=C1)P(OCC)(O)=O)OCC)C1=CC=C(C=C1)F ethyl hydrogen (4-(((4-((2-cyclopropyl-5-ethoxy-4'-fluoro-[1,1'-biphenyl]-4-yl)methyl)piperazin-1-yl)sulfonyl)methyl)phenyl)phosphonate